CONC(CN1C=2N(CC[C@H]1C(F)(F)F)C(C=C(N2)N2[C@@H](COCC2)C)=O)=O N-Methoxy-2-[(S)-8-((R)-3-methyl-morpholin-4-yl)-6-oxo-2-trifluoromethyl-3,4-dihydro-2H,6H-pyrimido[1,2-a]-pyrimidin-1-yl]-acetamide